C(CCCCCCCCCCC)N(CCN1CCN(CC1)CCN(CCN(CCCCCCCCCCCCCC)CCCCCCCCCCCCCC)CCCCCCCCCCCCCC)CCCCCCCCCCCC N1-(2-(4-(2-(Didodecylamino)ethyl)piperazin-1-yl)ethyl)-N1,N2,N2-tritetradecylethane-1,2-diamine